tert-butyl-4-chloro-7,7-dimethyl-10-(1H-pyrazol-4-yl)indolo[1,2-a]quinazolin-5(7H)-one C(C)(C)(C)C1=CC=C(C=2C(N=C3N(C12)C1=CC(=CC=C1C3(C)C)C=3C=NNC3)=O)Cl